COCOC=1C(=CC2=CN(N=C2C1C)C)C1=NC2=CC=C(C=C2C(=N1)C(NC)=O)N1C[C@@H](N(CC1)C(=O)OC(C)(C)C)C tert-butyl (2S)-4-{2-[6-(methoxymethoxy)-2,7-dimethylindazol-5-yl]-4-(methylcarbamoyl) quinazolin-6-yl}-2-methylpiperazine-1-carboxylate